OC(N1C(NC(C1=O)(C)C)=O)O 3-Dihydroxymethyl-5,5-dimethylhydantoin